N-[6-(difluoromethyl)-2-pyridinyl]-2-[1-[2-[4-[4-(3-fluoro-2,6-dioxo-3-piperidinyl)phenyl]-1-piperidinyl]acetyl]-4-piperidinyl]-7-isopropoxy-imidazo[1,2-a]pyridine-6-carboxamide FC(C1=CC=CC(=N1)NC(=O)C=1C(=CC=2N(C1)C=C(N2)C2CCN(CC2)C(CN2CCC(CC2)C2=CC=C(C=C2)C2(C(NC(CC2)=O)=O)F)=O)OC(C)C)F